The molecule is a hydroxyalkyl phosphate obtained by monophosphorylation of ethylene glycol. It is a hydroxyalkyl phosphate and a monoalkyl phosphate. It derives from an ethylene glycol. C(COP(=O)(O)O)O